C(C)(=O)C=1C=CC(=C(C1)N1/C(/SCC1=O)=N/C(=O)NC1=C(C=C(C=C1)C1=NN(C=N1)C1=CC=C(C=C1)OC(F)(F)F)F)C(C)C (Z)-1-(3-(5-acetyl-2-isopropylphenyl)-4-oxothiazolidin-2-ylidene)-3-(2-fluoro-4-(1-(4-(trifluoromethoxy)phenyl)-1H-1,2,4-triazol-3-yl)phenyl)urea